(R)-3-(Phenylethylamino)piperidine-1-carboxylic acid tert-butyl ester C(C)(C)(C)OC(=O)N1C[C@@H](CCC1)NCCC1=CC=CC=C1